5-(2,6-dichloro-4-pyridyl)-N,N-bis[(4-methoxyphenyl)methyl]-5-(trifluoromethyl)-4H-isoxazol-3-amine ClC1=NC(=CC(=C1)C1(CC(=NO1)N(CC1=CC=C(C=C1)OC)CC1=CC=C(C=C1)OC)C(F)(F)F)Cl